methyl (R)-2-(naphthalen-1-ylethynyl)-4-oxochromane-2-carboxylate C1(=CC=CC2=CC=CC=C12)C#C[C@@]1(OC2=CC=CC=C2C(C1)=O)C(=O)OC